NC1=CC=CC(=N1)S(=O)(=O)NC(=O)C=1C(=NC(=CC1)C=1C=NC(=CC1)C(F)(F)F)OC1=C(C=C(C=C1C)C)C N-[(6-Amino-2-pyridyl)sulfonyl]-6-[6-(trifluoromethyl)-3-pyridyl]-2-(2,4,6-trimethylphenoxy)pyridin-3-carboxamid